7-(5-Fluoropyridin-2-yl)-N-(1-(6-methylpyridazin-3-yl)ethyl)-4-(tetrahydro-2H-pyran-4-yl)phthalazin-1-amine FC=1C=CC(=NC1)C1=CC=C2C(=NN=C(C2=C1)NC(C)C=1N=NC(=CC1)C)C1CCOCC1